2-(6-((2-amino-3-chloropyridin-4-yl)thio)pyrido[2,3-b]Pyrazin-2-yl)-2-azaspiro[4.4]Nonane-6-amine NC1=NC=CC(=C1Cl)SC=1C=CC=2C(=NC=C(N2)N2CC3(CC2)C(CCC3)N)N1